CC1=NOC(=C1C)NC(OC1=CC=CC=C1)=O phenyl (3,4-dimethyl-isoxazol-5-yl)-carbamate